C(C1=CC=CC=C1)N1[C@H]2CC(C[C@@H]1CC2)(O)C2=CC=C(C=C2)Br (1R,3r,5S)-8-benzyl-3-(4-bromophenyl)-8-azabicyclo[3.2.1]Octan-3-ol